FC1=CC=C(C=C1)C1=CC=C2C(=NN=C(C2=C1)N[C@H](C)C=1C=NC(=NC1)C(F)(F)F)C1CCOCC1 (R)-7-(4-Fluorophenyl)-4-(tetrahydro-2H-pyran-4-yl)-N-(1-(2-(trifluoromethyl)pyrimidin-5-yl)ethyl)phthalazin-1-amine